FC1=CC(=C(C=C1C=1C=NC(=NC1)N1CCOCC1)NC(=O)C=1C=NC(=CC1C(F)(F)F)OC)N1C[C@H](N([C@H](C1)C)C)C |r| N-[4-fluoro-5-(2-morpholin-4-ylpyrimidin-5-yl)-2-[rac-(3R,5S)-3,4,5-trimethylpiperazin-1-yl]phenyl]-6-methoxy-4-(trifluoromethyl)pyridine-3-carboxamide